1-(5-isopropoxypyridine-2-carboximidoyl)-3-[3-(pyrrolidine-1-carbonyl)-5-(trifluoromethyl)-2-pyridyl]thiourea C(C)(C)OC=1C=CC(=NC1)C(=N)NC(=S)NC1=NC=C(C=C1C(=O)N1CCCC1)C(F)(F)F